(1-(3-chloro-4-fluorophenyl)-2-(4-(5-(3-cyano-6-(1-methyl-1H-pyrazol-4-yl)Pyrazolo[1,5-a]Pyrazin-4-yl)pyridin-2-yl)piperazin-1-yl)-2-oxoethyl)carbamic acid ClC=1C=C(C=CC1F)C(C(=O)N1CCN(CC1)C1=NC=C(C=C1)C=1C=2N(C=C(N1)C=1C=NN(C1)C)N=CC2C#N)NC(O)=O